5-[({1-[2-Fluoro-4-(trifluoromethyl)phenyl]cyclopropyl}carbonyl)amino]-2-(thieno[2,3-b]pyridin-2-yl)benzoic acid FC1=C(C=CC(=C1)C(F)(F)F)C1(CC1)C(=O)NC=1C=CC(=C(C(=O)O)C1)C1=CC=2C(=NC=CC2)S1